2-cyclohexyl-2-(4-methylpiperazin-1-yl)-N-[3-(1H-pyrazol-4-yl)-1H-indol-7-yl]acetamide tert-butyl-((1-(2,3-dihydrobenzofuran-5-carbonyl)piperidin-4-yl)methyl)carbamate C(C)(C)(C)N(C(O)=O)CC1CCN(CC1)C(=O)C=1C=CC2=C(CCO2)C1.C1(CCCCC1)C(C(=O)NC=1C=CC=C2C(=CNC12)C=1C=NNC1)N1CCN(CC1)C